ClC1=C(C=C(OCC(=O)NN2CCC(CC2)NC(OC(C)(C)C)=O)C=C1)[N+](=O)[O-] tert-butyl (1-(2-(4-chloro-3-nitrophenoxy)acetamido)piperidin-4-yl)carbamate